3-((2S)-2-hydroxy-3-(8-(3-(6-(2-morpholinoethylamino)pyridin-3-yl)phenylsulfonyl)-1-oxa-8-azaspiro[4.5]decan-3-ylamino)propoxy)-N-methylbenzenesulfonamide O[C@H](COC=1C=C(C=CC1)S(=O)(=O)NC)CNC1COC2(C1)CCN(CC2)S(=O)(=O)C2=CC(=CC=C2)C=2C=NC(=CC2)NCCN2CCOCC2